C(CCCCCCC)C=1C=C2C=C3C=CC(=CC3=CC2=CC1)[B] 6-octyl-anthracen-2-yl-boron